N1N=CC(=C1)NC=1C=C2C3=C(C=NC2=CC1)C(C1=C3C=NC(=N1)C(F)(F)F)=O 2-((1H-pyrazol-4-yl)amino)-9-(trifluoromethyl)-7H-pyrimido[5',4':3,4]cyclopenta[1,2-c]quinolin-7-one